FC=1C(=CC2=CN(N=C2C1)C1CCN(CC1)CC1(CNC1)F)NC(=O)C=1C=NN2C1N=CC=C2 N-(6-fluoro-2-(1-((3-fluoroazetidin-3-yl)methyl)piperidin-4-yl)-2H-indazol-5-yl)pyrazolo[1,5-a]pyrimidine-3-carboxamide